N,N-dimethyl-2-[[5-[5-(trifluoromethyl)-1,2,4-oxadiazol-3-yl]-2-thienyl]methyl]pyrazole-3-carboxamide CN(C(=O)C=1N(N=CC1)CC=1SC(=CC1)C1=NOC(=N1)C(F)(F)F)C